C1(CC1)C([C@H](C(=O)NC1=CC=C(C=C1)C=1C(=NNC1C)C)C1=NN=C(N1)C=1N(N=CC1)C(C)C)C1CC1 (2S)-3,3-dicyclopropyl-N-[4-(3,5-dimethyl-1H-pyrazol-4-yl)phenyl]-2-[5-(2-isopropylpyrazol-3-yl)-4H-1,2,4-triazol-3-yl]propanamide